2-((1S,6S)-6-aminocyclohex-3-en-1-yl)-3-bromo-N-((E)-but-2-en-1-yl)-5-chlorothieno[3,2-b]pyridin-7-amine N[C@H]1CC=CC[C@@H]1C1=C(C2=NC(=CC(=C2S1)NC\C=C\C)Cl)Br